CN1N=C(C2=CC=CC=C12)C(C)(C)NC(C[C@@H]1N(CCC1)C)=O (R)-N-(2-(1-methyl-1H-indazol-3-yl)propan-2-yl)-2-(1-methyl-pyrrolidin-2-yl)acetamide